tert-butyl (1R,5S,6S)-6-({[6-(trifluoromethyl)pyridin-2-yl]oxy}methyl)-3-azabicyclo[3.1.0]hexane-3-carboxylate FC(C1=CC=CC(=N1)OCC1[C@H]2CN(C[C@@H]12)C(=O)OC(C)(C)C)(F)F